4-morpholino-2-[(2E)-2-(m-tolylmethylene)hydrazino]-N-tetrahydrofuran-3-yl-pyrrolo[2,1-f][1,2,4]triazine-6-carboxamide O1CCN(CC1)C1=NC(=NN2C1=CC(=C2)C(=O)NC2COCC2)N/N=C/C=2C=C(C=CC2)C